methyl (R)-2-(6-(1-aminoethyl)-1-(2-hydroxy-2-methylpropyl)-1H-pyrrolo[2,3-b]pyridin-2-yl)-7-methoxy-1-methyl-1H-benzo[d]imidazole-5-carboxylate N[C@H](C)C1=CC=C2C(=N1)N(C(=C2)C2=NC1=C(N2C)C(=CC(=C1)C(=O)OC)OC)CC(C)(C)O